ethyl (3S)-3-[tert-butyl(dimethyl)silyl]oxy-4-chloro-butanoate [Si](C)(C)(C(C)(C)C)O[C@@H](CC(=O)OCC)CCl